ClCCNC(=O)C=1NC2=CC=CC=C2C1 N-(2-chloroethyl)-1H-indole-2-carboxamide